ClC1=NC=CC(=N1)OC1CCC(CC1)C(=O)[O-] 4-((2-chloropyrimidin-4-yl)oxy)cyclohexane-1-carboxylate